NCCNCCC[SiH](OCC)OCC (2-aminoethyl)aminopropyldiethoxysilane